3,3'-dichlorobenzidinediazonium ClC1=C(C(=CC=C1N)C1=CC(=C(N)C=C1)Cl)[N+]#N